(5R)-5-[(1R,3aS,3bS,5aR,7S,9aR,9bS,11aR)-7-acetoxy-4,4-difluoro-9a,11a-dimethyl-6-oxohexadecahydro-1H-cyclopenta[1,2-a]phenanthren-1-yl]-1-(2,6-difluorophenyl)hexyl acetate C(C)(=O)OC(CCC[C@@H](C)[C@H]1CC[C@@H]2[C@@]1(CC[C@@H]1[C@]3(CC[C@@H](C([C@@H]3CC([C@@H]21)(F)F)=O)OC(C)=O)C)C)C2=C(C=CC=C2F)F